NC1=NN2C(N=C(C=C2)C=2C=C3CN(C(C3=C(C2)S(=O)(=O)S(NC)(=O)=O)=O)[C@@H](C)C2CC2)=C1C(=O)N[C@@H]1C[C@H](C1)O 2-amino-5-{2-[(1S)-1-cyclopropylethyl]-7-(methylsulfamoylsulfonyl)-1-oxo-2,3-dihydro-1H-isoindol-5-yl}-N-[trans-3-hydroxycyclobutyl]pyrazolo[1,5-a]pyrimidine-3-carboxamide